(R)-3-fluoro-4-((4-(1-(2-hydroxypropyl)-1H-pyrazol-4-yl)-5-(trifluoromethyl)pyrimidin-2-yl)amino)benzenesulfonamide FC=1C=C(C=CC1NC1=NC=C(C(=N1)C=1C=NN(C1)C[C@@H](C)O)C(F)(F)F)S(=O)(=O)N